5-(1-(3,3-difluorocyclobutyl)-2-methyl-1H-imidazo[4,5-b]pyridin-6-yl)-N-(cis-3-ethoxycyclobutyl)pyrrolo[2,1-f][1,2,4]triazin-2-amine FC1(CC(C1)N1C(=NC2=NC=C(C=C21)C=2C=CN1N=C(N=CC12)N[C@@H]1C[C@@H](C1)OCC)C)F